[[1,3-dihydroxy-2-(hydroxymethyl)propan-2-yl]amino]propane-1-sulfonic acid OCC(CO)(CO)NC(CC)S(=O)(=O)O